[N+](=O)([O-])C=1C=C(C=C(C1)C(F)(F)F)[C@@H](C)N (R)-1-[3-nitro-5-(trifluoromethyl)phenyl]ethanamine